2-amino-N-(2-methyl-2H-indazol-5-yl)-4-(piperidin-4-yl)benzamide NC1=C(C(=O)NC2=CC3=CN(N=C3C=C2)C)C=CC(=C1)C1CCNCC1